di(4-methoxyphenyl) phenylphosphonate C1(=CC=CC=C1)P(OC1=CC=C(C=C1)OC)(OC1=CC=C(C=C1)OC)=O